NC=1N=C(C2=C(N1)C=C(S2)C2=CC=NN2)NC[C@H](C)O (2S)-1-((2-amino-6-(1H-pyrazol-5-yl)thieno[3,2-d]pyrimidin-4-yl)amino)-2-propanol